Cl.NC(C(=O)N1CCC2(CC2)C(C1)(F)F)C 2-amino-1-(8,8-difluoro-6-azaspiro[2.5]octan-6-yl)propan-1-one hydrochloride